CC=1C=C2C=C(C(NC2=C(C1C(F)(F)F)C)=O)CN(C(=O)NC1=CC=C(C=C1)OCC(F)(F)F)CCO 1-((6,8-dimethyl-2-oxo-7-(trifluoromethyl)-1,2-dihydroquinolin-3-yl)methyl)-1-(2-hydroxyethyl)-3-(4-(2,2,2-trifluoroethoxy)phenyl)urea